C(C)(=O)C1=NN(C2=CC=C(C=C12)C=1C=NC(=NC1)C)CC(=O)N1[C@@H](C[C@H](C1)F)C(=O)NC1CN(CC1)CC(F)(F)F (2S,4R)-1-(2-(3-acetyl-5-(2-methylpyrimidin-5-yl)-1H-indazol-1-yl)acetyl)-4-fluoro-N-(1-(2,2,2-trifluoroethyl)pyrrolidin-3-yl)pyrrolidine-2-carboxamide